CC(=O)N[C@@H]1[C@H]([C@H]([C@H](O[C@@H]1O)C(=O)O)O[C@@H]2[C@@H]([C@H]([C@H]([C@H](O2)C(=O)O)O[C@@H]3[C@@H]([C@H]([C@H]([C@H](O3)C(=O)O)O[C@@H]4[C@@H]([C@H]([C@H]([C@H](O4)C(=O)O)O)OC(=O)C)NC(=O)C)OC(=O)C)NC(=O)C)OC(=O)C)NC(=O)C)OC(=O)C The molecule is a linear amino tetrasaccharide that consists of four 2-acetamido-3-O-acetyl-2-deoxy-alpha-D-galactopyranuronosyl units joined by (1->4)-linkages. It is a carbohydrate acid derivative and an amino tetrasaccharide.